C(C)(=O)SC(C(=O)OC)CCC(=O)OC dimethyl 2-(acetylthio)pentanedioate